2-methyl (2S,3S)-3-((tert-butyldiphenylsilyl)oxy)pyrrolidine-1,2-dicarboxylate [Si](C1=CC=CC=C1)(C1=CC=CC=C1)(C(C)(C)C)O[C@@H]1[C@H](N(CC1)C(=O)[O-])C(=O)OC